1-NAPHTHALENOL C1(=CC=CC2=CC=CC=C12)O